1-[(4S)-8-chlorochroman-4-yl]-3-[1-[3-[1-methyl-1-(methylamino)ethyl]phenyl]pyrazol-3-yl]urea ClC=1C=CC=C2[C@H](CCOC12)NC(=O)NC1=NN(C=C1)C1=CC(=CC=C1)C(C)(NC)C